7-[(3-Phenoxyphenyl)(pyridin-2-ylamino)methyl]quinolin-8-ol O(C1=CC=CC=C1)C=1C=C(C=CC1)C(C1=CC=C2C=CC=NC2=C1O)NC1=NC=CC=C1